NC1=C(C=CC=2CCOC21)C(=O)O 7-amino-2,3-dihydrobenzofuran-6-carboxylic acid